(S)-N-((R)-2-Cyclopropoxy-1-(3-(difluoromethoxy)phenyl)ethyl)-3-hydroxy-4,4-dimethylpentanamid C1(CC1)OC[C@@H](C1=CC(=CC=C1)OC(F)F)NC(C[C@@H](C(C)(C)C)O)=O